2-chloro-N-(5-(2-(((1s,4s)-4-(dimethylamino)-4-methylcyclohexyl)amino)-8-ethylquinazolin-6-yl)-3-fluoro-6-methoxypyridin-2-yl)benzenesulfonamide ClC1=C(C=CC=C1)S(=O)(=O)NC1=NC(=C(C=C1F)C=1C=C2C=NC(=NC2=C(C1)CC)NC1CCC(CC1)(C)N(C)C)OC